CC(CCN(CCO)C)CCCC(C)C 2-[(3,7-Dimethyloctyl)(methyl)amino]ethanol